C(CCC)NCC(CN)S(=O)(=O)O N-butyl-2-sulfo-1,3-propanediamine